1-(3-(tert-butyl)-1-phenyl-1H-pyrazol-5-yl)-3-(2-(methylthio)-4-((3-keto-3,4-dihydro-2H-pyrido[3,2-b][1,4]oxazin-8-yl)oxy)phenyl)urea C(C)(C)(C)C1=NN(C(=C1)NC(=O)NC1=C(C=C(C=C1)OC1=CC=NC2=C1OCC(N2)=O)SC)C2=CC=CC=C2